C(C)(C)(C)OC(=O)N1CCN(CC1)C=1C(C=2C(=NC(=C(N2)OC)C)N(C1CC)CC(=O)O)=O 2-(7-(4-(tert-butoxycarbonyl)piperazin-1-yl)-6-ethyl-2-methoxy-3-methyl-8-oxopyrido[2,3-b]pyrazin-5(8H)-yl)acetic acid